FC(C[C@H](CC)C)(F)[C@]1(CC[C@H]2[C@H](O1)CC([C@@H]2CCCCCCC(=O)O)=O)O 7-{(2R,4aR,5R,7aR)-2-[(3S)-1,1-difluoro-3-methylpentyl]-2-hydroxy-6-oxooctahydrocyclopenta[b]pyran-5-yl}heptanoic acid